O=C1N(C=CC(N1)=O)C1CCC(O1)C=O 5-(2,4-dioxo-3H-pyrimidin-1-yl)oxolane-2-carbaldehyde